7-methoxy-1-methyl-9-(2-(piperidin-1-yl)ethyl)-9H-pyrido[3,4-b]indole COC1=CC=C2C3=C(N(C2=C1)CCN1CCCCC1)C(=NC=C3)C